C(C)(C)(C)OC(C1=CC=C(C(=C1)C1=CC2=C(C=CO2)C=C1)F)=O 5-(benzofuran-6-yl)-4-fluorobenzoic acid tert-butyl ester